CSC1=NC(=C2N(C=NC2=N1)C1COCCC1)N1CC2CCC(C1)N2C(=O)OC(C)(C)C tert-butyl 3-{2-(methylsulfanyl)-7-[tetrahydro-2H-pyran-3-yl]-7H-purin-6-yl}-3,8-diazabicyclo[3.2.1]octane-8-carboxylate